bis(triisopropylphosphine) acetate tetrakis(2,3,4,5,6-pentafluorophenyl)borate FC1=C(C(=C(C(=C1F)F)F)F)[B-](C1=C(C(=C(C(=C1F)F)F)F)F)(C1=C(C(=C(C(=C1F)F)F)F)F)C1=C(C(=C(C(=C1F)F)F)F)F.C(C)(=O)[O-].C(C)(C)P(C(C)C)C(C)C.C(C)(C)P(C(C)C)C(C)C